4,4,5,5-tetramethyl-2-(6-(9-(phenyl-3,4,5-d3)dibenzo[b,d]furan-4-yl-1,6,7,8-d4)-[1,1'-biphenyl]-2-yl-3,3',4,4',5-d5)-1,3,2-dioxaborolane CC1(OB(OC1(C)C)C1=C(C(=C(C(=C1[2H])[2H])[2H])C1=CC=C(C2=C1OC1=C2C(=C(C(=C1[2H])[2H])[2H])C1=CC(=C(C(=C1)[2H])[2H])[2H])[2H])C1=CC(=C(C=C1)[2H])[2H])C